C(C)C1(CN(C1)C(=O)OC(C)(C)C)COS(=O)(=O)C1=CC=C(C)C=C1 tert-butyl 3-ethyl-3-((tosyloxy)methyl)azetidine-1-carboxylate